methyl-(2E)-but-2-ene-1,4-dioic acid (n-butylcarbamoyl) methyl ester COC(/C=C(/C(=O)OC(NCCCC)=O)\C)=O